(6-bromo-2-cyanopyridin-3-yl)acetic acid octyl ester C(CCCCCCC)OC(CC=1C(=NC(=CC1)Br)C#N)=O